ClC1=C(C=C(C=C1)C#N)C=1C=C2C(=NN(C2=CC1)C(C1=CC=CC=C1)(C1=CC=CC=C1)C1=CC=CC=C1)NC(=O)C1CC(C1)NC1CCCC1 N-[5-(2-chloro-5-cyanophenyl)-1-trityl-1H-indazol-3-yl]-3-(cyclopentylamino)cyclobutanecarboxamide